ClC1=CC(=C(C=N1)N)C1=C(C=C(C=C1)F)C 6-CHLORo-4-(4-FLUORo-2-METHYLPHENYL)PYRIDIN-3-AMIN